ClC=1C(=C(C=CC1Cl)NC(OC(C)(C)C)=O)C(C1=C(C(=CC=C1F)OC)F)=O tert-butyl N-[3,4-dichloro-2-(2,6-difluoro-3-methoxy-benzoyl)phenyl]carbamate